[Na].[Na].[Na].[Na].SC1=C(C=C(C(=C1)S)S)S 1,2,4,5-tetramercaptobenzene tetrasodium